1-(2,2-dimethoxyethyl)-1,2,3,4-tetrahydro-beta-carboline-3-carboxylic acid methyl ester COC(=O)C1NC(C=2NC3=CC=CC=C3C2C1)CC(OC)OC